C(=O)C1=CC=C(CC23OCC(CC2)(CC3)NC(OC(C)(C)C)=O)C=C1 tert-butyl (1-(4-formylbenzyl)-2-oxabicyclo[2.2.2]octan-4-yl)carbamate